CC1C(C(CC(=C1)C)C)C=O 2,4,6-trimethyl-3-cyclohexen-1-carbaldehyde